NC=1C=CC(=C2CN(C(C12)=O)CC(C(=O)N)=C)C1=CC(=CC=C1)C=1C=NC=CC1 2-[[7-amino-1-oxo-4-[3-(3-pyridyl)phenyl]isoindolin-2-yl]methyl]prop-2-enamide